C(C)(=O)O[C@H]1[C@H](OC(C)=O)[C@H]([C@@H](OC(C)=O)[C@H](O1)COC(C)=O)N=[N+]=[N-] 1,2,4,6-tetra-O-acetyl-3-azido-3-deoxy-beta-D-galactopyranose